2,5-Dimethylpyrazin CC1=NC=C(N=C1)C